N-[1-[(piperazin-1-yl)carbonyl]-1H-pyrazol-3-yl]Methanesulfonamide N1(CCNCC1)C(=O)N1N=C(C=C1)NS(=O)(=O)C